N1(N=CN=C1)CCCN 1,2,4-Triazole-1-propanamine